NC1=CC=CC(=N1)S(=O)(=O)NC(=O)C=1C(=NC(=C(C1)C(C(C(C)(C)C)O)O)C(C)(C)C)N1C(C[C@@H](C1)C)(C)C N-[(6-Amino-2-pyridyl)sulfonyl]-6-tert-butyl-5-(1,2-dihydroxy-3,3-dimethylbutyl)-2-[(4S)-2,2,4-trimethylpyrrolidin-1-yl]pyridin-3-carboxamid